N-(1-((3-chloro-4-fluorophenyl)amino)-6-propoxyisoquinolin-7-yl)-4-(piperidin-1-yl)butanamide ClC=1C=C(C=CC1F)NC1=NC=CC2=CC(=C(C=C12)NC(CCCN1CCCCC1)=O)OCCC